FC1=CC=C(C=C1)N1C(=NN=C1C=1OC=CC1)SCC(=O)NN=CC1=CC=C(C=C1)O 2-[[4-(4-Fluorophenyl)-5-(furan-2-yl)-4H-1,2,4-triazol-3-yl]sulfanyl]-N'-[(4-hydroxyphenyl)methylidene]acetohydrazide